CCCCCCCCCCCCCCCCCCCCCCCC(=O)N[C@@H](CO[C@H]1[C@@H]([C@H]([C@H]([C@H](O1)CO)O)OS(=O)(=O)[O-])O)[C@@H](/C=C/CCCCCCCCCCCCC)O The molecule is a galactosylceramide sulfate(1-) in which the ceramide N-acyl group is specified as tetracosanoyl. It is a conjugate base of a 1-(3-O-sulfo-beta-D-galactosyl)-N-tetracosanoylsphingosine.